O1C=C(C=C1)CCC(=O)N(C1=CC=CC=C1)C1CCN(CC1)CCC1=CC=CC=C1 3-(furan-3-yl)-N-(1-phenethylpiperidin-4-yl)-N-phenylpropanamide